C(C(=C)C)(=O)OCC(COC1=CC=C(C=C1)C(C)(C)C1=CC=C(C=C1)OCC(COC(C(=C)C)=O)O)O 2,2-bis[4-(3-methacryloxy-2-hydroxypropoxy)-phenyl]propane